CC=1NC(=C(C(C1C(C)=O)C=1C2=C(SC1)C=CC(=C2)C(=O)N2CCOCC2)C(C)=O)C 1,1'-(2,6-Dimethyl-4-(5-(morpholin-4-carbonyl)benzo[b]thiophen-3-yl)-1,4-dihydropyridin-3,5-diyl)bis(ethan-1-on)